NCC1=C2C(=CN=CC2=CC=C1)N1C(N=C(N(C1=O)CC1=CC(=C(C(=C1)F)F)F)NC1=C(C2=C(N=C(O2)C)C=C1Cl)CCCCC(=O)O)=O 5-(6-((5-(5-(aminomethyl)isoquinolin-4-yl)-4,6-dioxo-1-(3,4,5-trifluorobenzyl)-1,4,5,6-tetrahydro-1,3,5-triazin-2-yl)amino)-5-chloro-2-methylbenzo[d]oxazol-7-yl)pentanoic acid